N-(4-(((tert-butyldimethylsilyl)oxy)methyl)phenyl)-3-nitro-6-(pyrrolidin-1-yl)pyridin-2-amine [Si](C)(C)(C(C)(C)C)OCC1=CC=C(C=C1)NC1=NC(=CC=C1[N+](=O)[O-])N1CCCC1